(S)-2-(3-pyrrolidinyl)-2-propanol N1C[C@H](CC1)C(C)(C)O